NC=1C=C(C(=O)OC)C=CC1F methyl 3-amino-4-fluorobenzoate